CN[C@H](CC(C)C)C(=O)O D-N-methyl-leucine